CN1C(N(C2=C1C(=CC=C2)CN2C[C@H](OCC2)CNC)C2C(NC(CC2)=O)=O)=O 3-[3-Methyl-4-[[(2R)-2-(methylaminomethyl)morpholin-4-yl]methyl]-2-oxo-benzimidazol-1-yl]piperidine-2,6-dione